OCCNC(=O)C1=CC=2N(C=C1)C(=CN2)N2N=CC(=C2)C2=C(C=CC(=C2)C(NC2CC2)=O)C 3-[4-(5-Cyclopropylcarbamoyl-2-methyl-phenyl)-pyrazol-1-yl]-imidazo[1,2-a]pyridine-7-carboxylic acid (2-hydroxy-ethyl)-amide